ClC1=C(C=CC2=C1C(=NCC=1N2N=C(N1)C(=O)N1CC(C1)OC)C1=C(C=CC(=C1)O)F)Cl [7,8-Dichloro-6-(2-fluoro-5-hydroxy-phenyl)-4H-[1,2,4]triazolo[1,5-a][1,4]benzodiazepine-2-Yl]-(3-methoxyazetidin-1-yl)methanone